Cl.N[C@H](C(=O)OC(C(=O)N(C)C)C(C)C)CC1=CC(=CC=C1)S(=O)(=O)N1CC(C1)(OC1=C(C(=C(C(=C1[2H])[2H])[2H])[2H])[2H])C1=CC=C(C=C1)F 1-(Dimethylamino)-3-methyl-1-oxobutan-2-yl (2S)-2-amino-3-(3-{3-(4-fluorophenyl)-3-[(2H5)phenyloxy]azetidin-1-sulfonyl}phenyl)propanoate monohydrochloride